CN1C(C=2C(NNC(C2C=C1)=O)=O)=O 6-methyl-2,3-dihydropyrido[3,4-d]pyridazine-1,4,5(6H)-trione